1-{1-Acetyl-6'-chloro-1',2'-dihydrospiro[azetidine-3,3'-indole]-1'-yl}-2-[(2R,5R)-2-(methoxymethyl)-5-methylpiperazin-1-yl]ethan-1-one hydrochloride salt Cl.C(C)(=O)N1CC2(CN(C3=CC(=CC=C23)Cl)C(CN2[C@H](CN[C@@H](C2)C)COC)=O)C1